1-(2-(1H-imidazol-1-yl)ethyl)-N-((S)-1,1-dicyclopropyl-3-((2-fluoro-4-((S)-1-oxo-1-((2,2,2-trifluoroethyl)amino)propan-2-yl)phenyl)amino)-3-oxopropan-2-yl)-1H-pyrazole-5-carboxamide N1(C=NC=C1)CCN1N=CC=C1C(=O)N[C@@H](C(C1CC1)C1CC1)C(=O)NC1=C(C=C(C=C1)[C@@H](C(NCC(F)(F)F)=O)C)F